2-(3-(tert-butyl)phenyl)-1H-indole-5-carboxylic acid C(C)(C)(C)C=1C=C(C=CC1)C=1NC2=CC=C(C=C2C1)C(=O)O